N-(4'-cyclopropyl-5-fluoro-[1,1'-biphenyl]-3-yl)-7-fluoro-N-methyl-[1,2,4]triazolo[4,3-a]quinazolin-5-amine C1(CC1)C1=CC=C(C=C1)C1=CC(=CC(=C1)F)N(C1=NC=2N(C3=CC=C(C=C13)F)C=NN2)C